2-(Piperazin-1-yl)ethyl 4-amino-2-butyl-1-(3-hydroxy-2-(hydroxymethyl)-2-methylpropyl)-1,6,8,9-tetrahydro-7H-imidazo[4,5-c][1,7]naphthyridine-7-carboxylate NC1=NC=2CN(CCC2C2=C1N=C(N2CC(CO)(C)CO)CCCC)C(=O)OCCN2CCNCC2